tert-butyl 4-[2-[2-[2-[2-[2-(2-aminoethoxy)ethoxy]ethoxy]ethoxy]ethyl-methyl-amino]-6-chloro-8-fluoro-7-(3-hydroxy-1-naphthyl)quinazolin-4-yl]piperazine-1-carboxylate NCCOCCOCCOCCOCCN(C1=NC2=C(C(=C(C=C2C(=N1)N1CCN(CC1)C(=O)OC(C)(C)C)Cl)C1=CC(=CC2=CC=CC=C12)O)F)C